hydroxy-6-methyl-2-oxo-2H-[1,4'-bipyridine]-3-carboxylic acid OC1=C(C(N(C(=C1)C)C1=CC=NC=C1)=O)C(=O)O